(E)-2-methoxy-4-(2-(13-methyl-13,14-dihydro-[1,3]dioxolo[4',5':4,5]benzo[1,2-c][1,3]dioxolo[4,5-i]phenanthridin-14-yl)vinyl)phenol COC1=C(C=CC(=C1)\C=C\C1N(C=2C3=C(C=CC2C2=CC=C4C(=C12)OCO4)C=C4C(=C3)OCO4)C)O